4-cyano-2-fluorobenzenesulfonamide C(#N)C1=CC(=C(C=C1)S(=O)(=O)N)F